potassium-cesium-tungsten [W].[Cs].[K]